Cl.CN(CC=C)CC=C methyl-diallylamine hydrochloride